C=1C=CC2=CC3(CCC12)CC3 6',7'-dihydrospiro[cyclopropane-1,5'-indene]